IC=1C=C(C=CC1)[C@](C(=O)OC)(CCCCC(C=O)(C)C)C methyl (R)-2-(3-iodophenyl)-2,7,7-trimethyl-8-oxo-octanoate